C(C=[N+]([O-])[O-])C(=O)[O-] The molecule is dianion of 3-aci-nitropropanoic acid arising from deprotonation of carboxy and nitro groups; major species at pH 7.3. It is a conjugate base of a 3-aci-nitropropanoic acid.